C1(CC1)[C@@H]1C2=C(N(C([C@@H]1NC(C1=CC(=CC=C1)C(F)(F)F)=O)=O)CC)N(N=C2C(=O)O)C2CCOCC2 (4R,R)-4-cyclopropyl-7-ethyl-6-oxo-1-(tetrahydro-2H-pyran-4-yl)-5-(3-(trifluoromethyl)benzamido)-4,5,6,7-tetrahydro-1H-pyrazolo[3,4-b]pyridine-3-carboxylic acid